2-[(1S)-2-{[2-(1H-1,3-benzodiazol-2-yl)ethyl]amino}-1-fluoroethyl]-N-[(3-fluoropyridin-2-yl)methyl]-[1,3]oxazolo[4,5-c]pyridin-4-amine N1C(=NC2=C1C=CC=C2)CCNC[C@H](F)C=2OC1=C(C(=NC=C1)NCC1=NC=CC=C1F)N2